(S)-2-(((benzyloxy)carbonyl)amino)-2-(3,3-dicyclopropylcyclobutyl)acetic acid C(C1=CC=CC=C1)OC(=O)N[C@H](C(=O)O)C1CC(C1)(C1CC1)C1CC1